ClC=1C(=NC=CC1)C1(CCC1)CNC1=NC=CC=N1 {[(3-chloro(2-pyridyl))cyclobutyl]methyl}pyrimidin-2-ylamine